C(CCCCCCCCCCCCCCCCCCCCC)(=O)[O-].[Ba+2].C(CCCCCCCCCCCCCCCCCCCCC)(=O)[O-] barium docosanate